ethyl 2-({6-[(1,3-benzothiazol-2-yl)amino]-5-methylpyridazin-3-yl}(methyl)amino)-5-[3-(2-fluorophenoxy)propyl]-1,3-thiazole-4-carboxylate S1C(=NC2=C1C=CC=C2)NC2=C(C=C(N=N2)N(C=2SC(=C(N2)C(=O)OCC)CCCOC2=C(C=CC=C2)F)C)C